3-(difluoromethoxy)-4-(2-methyl-2H-1,2,3-triazol-4-yl)pyridin-2-amine FC(OC=1C(=NC=CC1C1=NN(N=C1)C)N)F